3-(2-(4-Benzhydrylpiperazin-1-yl)ethyl)-5-methyl-5-phenylimidazolidine-2,4-dione C(C1=CC=CC=C1)(C1=CC=CC=C1)N1CCN(CC1)CCN1C(NC(C1=O)(C1=CC=CC=C1)C)=O